C(C)C=1C=C2C(=C(C(=NC2=C(C1)F)N1C[C@](CC1)(NC[C@@H]1OCCC1)C)C1=NN(C=C1)C)C (S)-1-(6-ethyl-8-fluoro-4-methyl-3-(1-methyl-1H-pyrazol-3-yl)quinolin-2-yl)-3-methyl-N-(((R)-tetrahydrofuran-2-yl)methyl)pyrrolidin-3-amine